tert-butyl ((2R,3S)-4-amino-3-(2-(((tert-butoxycarbonyl)amino)methyl)-5-methylbenzyl)butan-2-yl)carbamate NC[C@@H]([C@@H](C)NC(OC(C)(C)C)=O)CC1=C(C=CC(=C1)C)CNC(=O)OC(C)(C)C